C(C1=CC=CC=C1)(=O)OCC1(O[C@H](C[C@@H]1N)N1C(NC(C(=C1)C)=O)=O)COC(C1=CC=CC=C1)=O ((3S,5R)-3-amino-5-(5-methyl-2,4-dioxo-3,4-dihydropyrimidin-1(2H)-yl)tetrahydrofuran-2,2-diyl)bis(methylene) di-benzoate